FC1=C(C#N)C=C(C=C1)OC=1C(=C2C=CN(C2=CC1F)[Si](C(C)C)(C(C)C)C(C)C)CC1CN(C(O1)=O)C 2-fluoro-5-((6-fluoro-4-((3-methyl-2-oxooxazolidin-5-yl)methyl)-1-(triisopropylsilyl)-1H-indol-5-yl)oxy)benzonitrile